glutamic acid N,N-diacetic acid, tetrasodium salt [Na+].[Na+].[Na+].[Na+].C(CN([C@@H](CCC(=O)[O-])C(=O)[O-])CC(=O)[O-])(=O)[O-]